[Si](C)(C)(C(C)(C)C)OCCC1N(CCN(C1)CC)C(=O)C=1C=C(CN2C(NC=C(C2=O)CC)=O)C=CC1F 3-(3-(2-((tert-butyldimethylsilyloxy)ethyl)-4-ethylpiperazine-1-carbonyl)-4-fluorobenzyl)-5-ethylpyrimidine-2,4(1H,3H)-dione